Methyl O-acetyl-N-(O-(tert-butyldimethylsilyl)-N-(2-(3-((2-methoxyethoxy)methyl)phenyl)thiazole-4-carbonyl)-L-seryl)-L-serinate C(C)(=O)OC[C@H](NC([C@@H](NC(=O)C=1N=C(SC1)C1=CC(=CC=C1)COCCOC)CO[Si](C)(C)C(C)(C)C)=O)C(=O)OC